[Si](C)(C)(C(C)(C)C)OCC(CCCC(C(=O)OC(C)(C)C)(C)C1=CC(=CC=C1)CC(=O)OCC)(C)C tert-Butyl 7-((tert-butyldimethylsilyl)oxy)-2-(3-(2-ethoxy-2-oxoethyl)phenyl)-2,6,6-trimethylheptanoate